FCC(=O)C1=C(C(=CC(=C1)\C=C\C1=CC=C(C=C1)OC)OC)O (E)-2-fluoro-1-(2-hydroxy-3-methoxy-5-(4-methoxystyryl)phenyl)ethan-1-one